monododecyl-potassium phosphate P(=O)(O)(O)O.C(CCCCCCCCCCC)[K]